N-(3-(2-(difluoromethoxy)-5-(phenylthio)phenyl)-1-methyl-1H-pyrazol-4-yl)pyrazolo[1,5-a]Pyrimidine-3-carboxamide FC(OC1=C(C=C(C=C1)SC1=CC=CC=C1)C1=NN(C=C1NC(=O)C=1C=NN2C1N=CC=C2)C)F